CC1(OC2=CC3=C(C=C2CC1)C=CC(O3)=O)C 2,2-dimethyl-3,4-dihydropyrano[3,2-g]chromen-8-one